(3S*,4S*)-4-(4-(tert-Butyl)phenyl)-3-methylpiperidine C(C)(C)(C)C1=CC=C(C=C1)[C@@H]1[C@@H](CNCC1)C |o1:10,11|